Tert-butyl 4-(2-fluoro-4-nitrophenyl)-3-(hydroxymethyl)piperazine-1-formate FC1=C(C=CC(=C1)[N+](=O)[O-])N1C(CN(CC1)C(=O)OC(C)(C)C)CO